(6Ar,10aR)-2-(hydroxymethyl)-6,6,9-trimethyl-3-pentyl-6a,7,8,9,10,10a-hexahydrobenzo[c]chromen-1-ol OCC1=C(C=2[C@H]3[C@H](C(OC2C=C1CCCCC)(C)C)CCC(C3)C)O